FC[C@H](CO)OC1OCCCC1 (2S)-3-fluoro-2-((tetrahydro-2H-pyran-2-yl)oxy)propan-1-ol